CN1C(=NC2=C1C=CC=C2)CN(CC2=CC=C(C=C2)CNCC2=NC=CC=C2)CCC2=NC=CC=C2 N-[1-methylbenzimidazol-2-ylmethyl]-N-[2-(2-pyridinyl)ethyl]-N'-(2-pyridylmethyl)-1,4-xylylenediamine